C(C)N(C(=N)C1=CC=CC=C1)CC N-ethylphenyl-N-ethylformamidine